OC1=CC=C(C=C1)C(C1=CC=C(C=C1)O)C1=CC=C(C=C1)O Tri(4-hydroxyphenyl)methane